4-Methyl-3-quinolin-3-ylethynyl-benzoic acid CC1=C(C=C(C(=O)O)C=C1)C#CC=1C=NC2=CC=CC=C2C1